3-(4,6-dichloro-5-(4,4-difluoropiperidin-1-yl)-1H-benzo[d]imidazol-2-yl)-3-(4-(ethylsulfonyl)phenyl)propanoic acid ClC1=C(C(=CC=2NC(=NC21)C(CC(=O)O)C2=CC=C(C=C2)S(=O)(=O)CC)Cl)N2CCC(CC2)(F)F